N=C(C1=CC=CC=C1)NC(SCC)=S S-Ethyl N-(α-iminobenzyl)dithiocarbamate